FC1(CC1)C(=O)N1CC2(C1)CC(CC2)=O 2-(1-fluorocyclopropane-1-carbonyl)-2-azaspiro[3.4]octan-6-one